CC=1C=C2C=CC=[N+](C2=CC1)CCCS(=O)(=O)O 6-methyl-N-(3-sulfopropyl)quinolinium